6-Chloro-3-[1-[2-(1-methylindazol-6-yl)-4-oxo-6-(trifluoromethyl)chromen-8-yl]ethylamino]pyridine-2-carboxylic acid ClC1=CC=C(C(=N1)C(=O)O)NC(C)C=1C=C(C=C2C(C=C(OC12)C1=CC=C2C=NN(C2=C1)C)=O)C(F)(F)F